NC1=C(C(N)=NO)C=CC=C1 aminobenzamidoxime